C(C)C(CC=C)N1N=CC(=C1)C=1C2=C(N=CN1)NC=C2 4-[(1-ethylbut-3-en-1-yl)-1H-pyrazol-4-yl]-7H-pyrrolo[2,3-d]-pyrimidine